C1(CC1)C=1C=NC=2N(C1)C=C(N2)C(=O)N2C[C@@H]([C@H](CC2)N2CC1=CC=CC=C1CC2)O (6-cyclopropylimidazo[1,2-a]pyrimidin-2-yl)((3S,4S)-4-(3,4-dihydroisoquinolin-2(1H)-yl)-3-hydroxypiperidin-1-yl)methanone